N1(CCCC1)CC(=O)CN1CCCC1 (pyrrolidin-1-yl)Methyl ketone